1,3,5,6-tetramethyladamantane CC12CC3(CC(C(C(C1)C3)C)(C2)C)C